C(C)(C)(C)OC(NCC#C)=O prop-2-yn-1-yl-carbamic acid tert-butyl ester